FC1=C(C=CC(=C1)F)S(=O)(=O)NC=1C(=NC=C(C1)C=1C=C2C(=NC=NC2=CC1)N1CCN(CC1)C1CN(C1)C(C(=C)F)=O)OC 2,4-difluoro-N-(5-(4-(4-(1-(2-fluoroacryloyl)azetidin-3-yl)piperazin-1-yl)quinazolin-6-yl)-2-methoxypyridin-3-yl)benzenesulfonamide